C(C)(C)(C)OC(=O)N1CCC(CC1)(F)COC1=NOC(=C1)C(C(=O)O)C(C)C 2-[3-[(1-tert-butoxycarbonyl-4-fluoro-4-piperidyl)methoxy]isoxazol-5-yl]-3-methyl-butanoic Acid